O(C1=CC=CC=C1)C1=CC(=C(C(=C1)C(C)C)N=C=NC1=C(C=C(C=C1C(C)C)OC1=CC=CC=C1)C(C)C)C(C)C bis(4-phenoxy-2,6-diisopropylphenyl)carbodiimide